FC1=C(C=C(C=C1)C1=CN=CC2=C1N=C(N=C2)NC2CCOCC2)O 8-(4-Fluoro-3-hydroxyphenyl)-2-((tetrahydro-2H-pyran-4-yl)amino)pyrido[4,3-d]pyrimidine